OC1=C(C(C(=O)NCCC)=CC=C1)C(=O)NC=1SC(=CN1)[N+](=O)[O-] 3-hydroxy-N2-(5-nitrothiazol-2-yl)-N1-propylphthalamide